COC(CN1CCC(CC1)C1=NC=CC=C1)OC 2-(1-(2,2-Dimethoxyethyl)piperidin-4-yl)pyridine